ClC1=C(C=CC=C1)C1C(O1)(C1=C(C=C(C=C1)F)F)CN1N=CNC1=S 2-{[3-(2-chlorophenyl)-2-(2,4-difluorophenyl)oxirane-2-yl]methyl}-2,4-dihydro-3H-1,2,4-triazol-3-thione